C(C)OC(CCC1CCN(CC1)C1=C(C=C(C=C1F)Br)F)=O 3-[1-(4-bromo-2,6-difluoro-phenyl)-4-piperidinyl]Propionic acid ethyl ester